BrC=1C(=NN2C1COC(C2)(C)C)C=2N=CSC2 3-Bromo-6,6-dimethyl-2-(thiazol-4-yl)-6,7-dihydro-4H-pyrazolo[5,1-c][1,4]oxazine